2-AMINO-4-HYDROXYETHYLAMINOANISOLE SULFATE S(=O)(=O)(O)O.NC1=C(C=CC(=C1)NCCO)OC